pentafluorophenyl 4-oxo-4-[(5-sulfamoyl-1,3,4-thiadiazol-2-yl)amino]butanoate O=C(CCC(=O)OC1=C(C(=C(C(=C1F)F)F)F)F)NC=1SC(=NN1)S(N)(=O)=O